FC1=C(C=C(C=C1)OC=1C(=C2C=CNC2=CC1F)C)C=1NC=C(N1)C1(OCCCO1)C=1C=C(C=CC1)CCC(=O)O 3-(3-(2-(2-(2-fluoro-5-((6-fluoro-4-methyl-1H-indol-5-yl)oxy)phenyl)-1H-imidazol-4-yl)-1,3-dioxan-2-yl)phenyl)propanoic acid